O1CCC(=CC1)C1=CC=C(C=C1)N1N=CC2=CC(=C(C(=C12)F)O)F 1-(4-(3,6-Dihydro-2H-pyran-4-yl)phenyl)-5,7-difluoro-1H-indazol-6-ol